COC(COCCCC#C)OC 5-(2,2-dimethoxyethoxy)pent-1-yne